tert-Butyl 2,4-dimethoxybenzyl(4-(((6-methoxy-2-(2-methoxyimidazo[2,1-b][1,3,4]thiadiazol-6-yl)benzofuran-4-yl)oxy)methyl)-5-methylthiazol-2-yl)carbamate COC1=C(CN(C(OC(C)(C)C)=O)C=2SC(=C(N2)COC2=CC(=CC3=C2C=C(O3)C=3N=C2SC(=NN2C3)OC)OC)C)C=CC(=C1)OC